C(=O)O.N[C@@H]1CC[C@H](CC1)NC=1C=2N(N=CC1C(=NC1=C(C=C(C=C1)O)Cl)N)C=C(C2)C=2C=NN(C2)C 4-[(trans-4-aminocyclohexyl)amino]-N'-(2-chloro-4-hydroxy-phenyl)-6-(1-methylpyrazol-4-yl)pyrrolo[1,2-b]pyridazine-3-carboxamidine formic acid salt